(S)-5-chloro-6'-methyl-3-(4-(methylsulfinyl)phenyl)-2,3'-bipyridine ClC=1C=C(C(=NC1)C=1C=NC(=CC1)C)C1=CC=C(C=C1)[S@@](=O)C